2,6-dichloro-5-cyclopropylnicotinonitrile ClC1=C(C#N)C=C(C(=N1)Cl)C1CC1